N1(CCC1)C(=O)C1=CC(=C(COC=2C(C=C(OC2)CN2CC3=CC=CC=C3C2)=O)C=C1)F 5-((4-(azetidine-1-carbonyl)-2-fluorobenzyl)oxy)-2-(isoindolin-2-ylmethyl)-4H-pyran-4-one